(6'-methoxy-[2,3'-bipyridin]-3-yl)methanamine COC1=CC=C(C=N1)C1=NC=CC=C1CN